ClC=1C(=C(C(=CC1)F)C=1C(N(N=C(C1O)C)C)=O)C#CC1=CC=C(C=C1)F 4-[3-chloro-6-fluoro-2-[2-(4-fluorophenyl)ethynyl]phenyl]-5-hydroxy-2,6-dimethyl-pyridazin-3-one